C(C)(C)(C)C1=C(OC2CN(C2)C(CCC(=O)O)=O)C=CC=C1 4-(3-(2-tert-Butylphenoxy)azetidin-1-yl)-4-oxobutanoic acid